2,7-bis[2-(diethylamino)ethoxy]-9-fluorenone C(C)N(CCOC1=CC=2C(C3=CC(=CC=C3C2C=C1)OCCN(CC)CC)=O)CC